((S)-1-(((S)-1-hydroxy-3-((S)-2-oxopyrrolidin-3-yl)propan-2-yl)amino)-4-methyl-1-oxopent-2-yl)carbamic acid 1-(4,4-difluorocyclohexyl)-2-phenylethyl ester FC1(CCC(CC1)C(CC1=CC=CC=C1)OC(N[C@H](C(=O)N[C@H](CO)C[C@H]1C(NCC1)=O)CC(C)C)=O)F